C1=CC(=CC=C1[C@@H]2[C@H](C(=O)C3=C(C=C(C=C3O2)O)O)O)O The molecule is a tetrahydroxyflavanone having hydroxy groupa at the 3-, 4'-, 5- and 7-positions. It has a role as a metabolite. It is a tetrahydroxyflavanone, a member of dihydroflavonols, a secondary alpha-hydroxy ketone and a member of 4'-hydroxyflavanones. It derives from a kaempferol. It is a conjugate acid of a (+)-dihydrokaempferol 7-oxoanion.